2-chloro-4-((7-(((1R,5S,6s)-3-methyl-3-azabicyclo[3.1.0]hexan-6-yl)ethynyl)-6-nitroquinazolin-4-yl)amino)phenol ClC1=C(C=CC(=C1)NC1=NC=NC2=CC(=C(C=C12)[N+](=O)[O-])C#CC1[C@@H]2CN(C[C@H]12)C)O